CC1=C(C=CC=C1NC(=O)C=1SC(=C(N1)C)CNCCO)C1=C(C(=CC=C1)NC(=O)C=1SC(=C(N1)C)CNCCO)C (2,2'-dimethylbiphenyl-3,3'-diyl)bis(5-((2-hydroxyethylamino)methyl)-4-methylthiazole-2-carboxamide)